C(#N)\N=C(\C1=NC=CC=C1)/N (Z)-N'-cyanopicolinimidamide